FC=1C(=CN=C2C3=C(C(NC12)=O)CCC3)C=O 4-fluoro-6-oxo-5,7,8,9-tetrahydrocyclopenta[c][1,5]naphthyridine-3-carbaldehyde